C(C)(C)(C)OC(=O)N(C(OC(C)(C)C)=O)C=1C(=NC=CC1C)C=C tert-Butyl N-tert-butoxycarbonyl-N-(4-methyl-2-vinyl-3-pyridyl)carbamate